N-(4,4-diethyl-7-vinyl-4H-chromeno[4,3-d]thiazol-2-yl)-4,6-dimethoxypyrimidine-5-carboxamide C(C)C1(OC=2C=C(C=CC2C=2N=C(SC21)NC(=O)C=2C(=NC=NC2OC)OC)C=C)CC